FC(C=1C(=C(C=CC1)[C@@H](C)NC=1C2=C(N=CN1)C(=NC(=C2)C2(CCN(CC2)C(C)=O)OC)OC)F)F 1-[4-[4-[[(1R)-1-[3-(difluoromethyl)-2-fluoro-phenyl]ethyl]amino]-8-methoxy-pyrido[3,4-d]pyrimidin-6-yl]-4-methoxy-1-piperidyl]ethanone